COC1=NN(C=C1C1=C(C=2C(=NC=C3C2N(C(N3C)=O)[C@H]3C[C@@H](CC3)NC(OC)=O)N1)C=1C=C3C=NN(C3=CC1)C([2H])([2H])[2H])C Methyl ((1R,3R)-3-(7-(3-methoxy-1-methyl-1H-pyrazol-4-yl)-3-methyl-8-(1-(methyl-d3)-1H-indazol-5-yl)-2-oxo-3,6-dihydroimidazo[4,5-d]pyrrolo[2,3-b]pyridin-1(2H)-yl)cyclopentyl)carbamate